4-(3,8-diazabicyclo[3.2.1]octan-3-yl)-2-(5-fluoro-1-methyl-1H-pyrazol-4-yl)-1H-pyrrolo[2,3-b]pyridine hydrochloride Cl.C12CN(CC(CC1)N2)C2=C1C(=NC=C2)NC(=C1)C=1C=NN(C1F)C